COC1=CC=C2C(=C1)OCCC21CCCC1 7-Methoxyspiro[chroman-4,1'-cyclopentane]